[C@H]12N(C[C@H](NC1)C2)C2=CC=C(C=N2)C=2C=C(C=1N(C2)N=CC1C#N)OC 6-(6-((1R,4R)-2,5-diazabicyclo[2.2.1]heptan-2-yl)pyridin-3-yl)-4-methoxypyrazolo[1,5-a]pyridine-3-carbonitrile